cyclohexyl-(dimethylsilyloxy)[(dimethylsiloxy)dimethylsiloxy]silane C1(CCCCC1)[SiH](O[Si](C)(C)O[SiH](C)C)O[SiH](C)C